C(C)(=O)C=1C=CC(N(C1)CC1=CC=CC=C1)=O 5-acetyl-1-benzyl-pyridin-2(1H)-one